FC1=C(C=CC(=C1)N1C[C@H](CCC1)OC([3H])([3H])[3H])C=1NC2=CC=C(C=C2C1)O 2-{2-Fluoro-4-[(3S)-3-(3H3)methoxypiperidin-1-yl]phenyl}-1H-indol-5-ol